Methyl 4-(Benzyloxy)Cyclohexane-1-Carboxylate C(C1=CC=CC=C1)OC1CCC(CC1)C(=O)OC